ClC1=CC=2C(C(=N1)NCC1=C(C=C(C=C1)OC)OC)=NN(N2)CC2=NC=CC=C2F 6-chloro-N-(2,4-dimethoxybenzyl)-2-((3-fluoropyridin-2-yl)methyl)-2H-[1,2,3]triazolo[4,5-c]pyridin-4-amine